C(=O)C1=CC=C2CCCN(C2=N1)C(=O)NC1=NC=C(C(=C1)NCCOC)C#CC1=NC=CC=C1 7-formyl-N-(4-((2-methoxyethyl)amino)-5-(pyridin-2-ylethynyl)pyridin-2-yl)-3,4-dihydro-1,8-naphthyridine-1(2H)-carboxamide